COC=1C=C(CCC2CCC2)C=CC1 1-(3-Methoxyphenethyl)cyclobutane